1-(4-methoxyphenyl)-N-[(2-thiomorpholino-4-pyridyl)methyl]methanamine COC1=CC=C(C=C1)CNCC1=CC(=NC=C1)N1CCSCC1